(7-chloro-1-methyl-benzimidazol-4-yl)boronic acid ClC1=CC=C(C2=C1N(C=N2)C)B(O)O